1-(pyrimidin-2-yl)-5-(trifluoromethyl)-1H-pyrazol-4-amine N1=C(N=CC=C1)N1N=CC(=C1C(F)(F)F)N